(2S)-2-[4-chloro-2-(4-butoxy-4,5-dihydroisoxazol-3-yl)phenoxy]-3-methylbutanoic acid ethyl ester C(C)OC([C@H](C(C)C)OC1=C(C=C(C=C1)Cl)C1=NOCC1OCCCC)=O